N-((1-(4-(6-(Difluoromethyl)imidazo[1,2-b]pyridazin-3-yl)pyridin-2-yl)-3-fluoropiperidin-3-yl)methyl)methanesulfonamide FC(C=1C=CC=2N(N1)C(=CN2)C2=CC(=NC=C2)N2CC(CCC2)(F)CNS(=O)(=O)C)F